CN1CC(C1)(C)[C@@](O)(C1=CC=C(C=C1)OC(F)(F)F)C1=CC(=CC=C1)N1CCCCC1 (R)-(1,3-Dimethyl-azetidin-3-yl)-(3-piperidin-1-yl-phenyl)-(4-trifluoromethoxy-phenyl)-methanol